(1R,2S)-2-methyl-N-(8-(methyl-amino)-5-(6-((R)-2-methyl-morpholino)-[1,2,4]triazolo[1,5-a]pyridin-2-yl)-2,7-naphthyridin-3-yl)cyclopropane-1-carboxamide C[C@@H]1[C@@H](C1)C(=O)NC=1N=CC2=C(N=CC(=C2C1)C1=NN2C(C=CC(=C2)N2C[C@H](OCC2)C)=N1)NC